BrC=1C=C2C(=C(C(N(C2=CC1)C)=O)C=1C=2C=CC=NC2C(=CC1)C[C@@H](C(=O)O)NC(C1=C(C=CC=C1Cl)Cl)=O)C (S)-3-(6-bromo-1,4-dimethyl-2-oxo-1,2-dihydro-[3,5'-biquinoline]-8'-yl)-2-(2,6-dichlorobenzoylamino)propionic acid